O=C1OC(C2=CC(=CC=C12)C(=O)OC(COC(C(=C)C)=O)CCC(C=C)=O)=O 1-(methacryloyloxy)-5-oxohept-6-en-2-yl 1,3-dioxo-1,3-dihydroisobenzofuran-5-carboxylate